6-(2-chlorophenyl)-2-({4-[4-(2-methoxyethyl)piperazin-1-yl]phenyl}amino)imidazo[1,2-a]pyrimido[5,4-e]pyrimidin-5(6H)-one ClC1=C(C=CC=C1)N1C=2N(C3=C(C1=O)C=NC(=N3)NC3=CC=C(C=C3)N3CCN(CC3)CCOC)C=CN2